2-(2,6-dioxopiperidin-3-yl)-4-((4-hydroxyphenylethyl)amino)isoindoline-1,3-dione O=C1NC(CCC1N1C(C2=CC=CC(=C2C1=O)NCCC1=CC=C(C=C1)O)=O)=O